N1=CN=C(C2=C1NC=C2)NC2=CC=C(OCCCCCCCCOC(COC1=C3C(N(C(C3=CC=C1)=O)C1C(NC(CC1)=O)=O)=O)=O)C=C2 8-(4-(7H-pyrrolo[2,3-d]pyrimidin-4-ylamino)phenoxy)octyl-2-(2-(2,6-dioxopiperidin-3-yl)-1,3-dioxoisoindolin-4-yloxy)acetate